8'-bromo-3'-methyl-2,3,5,6-tetrahydrospiro[pyran-4,1'-pyrrolo[2,3-c]quinolin]-2'(3'H)-one BrC1=CC=2C3=C(C=NC2C=C1)N(C(C31CCOCC1)=O)C